FC1=CC=2C3=C(NC(C2C=C1)=O)C=C(N3C)CN3CCN(CC3)C=3C=CCN(C3)C 5-(4-((8-fluoro-1-methyl-5-oxo-4,5-dihydro-1H-pyrrolo[3,2-c]isoquinolin-2-yl)methyl)piperazin-1-yl)N-methylpyridine